BrCC1=CC=C2N=C(C(NC2=C1)=O)CCC 7-(bromomethyl)-3-propylquinoxalin-2(1H)-one